FC=1C=C(C=C(C1)F)[C@@H]1C[C@@H](C=2N1N=C(N2)[S@](=O)CF)F (5S,7S)-5-(3,5-difluorophenyl)-7-fluoro-2-[(S)-fluoromethylsulfinyl]-6,7-dihydro-5H-pyrrolo[1,2-b][1,2,4]triazole